propionic acid, benzyl ester C(CC)(=O)OCC1=CC=CC=C1